3-(2-morpholinoethoxy)-5-(trifluoromethoxy)aniline O1CCN(CC1)CCOC=1C=C(N)C=C(C1)OC(F)(F)F